C(C)(C)(C)OC(=O)N1C(C2(C1)CCC2)CCNC (2-(methylamino)ethyl)-2-azaspiro[3.3]Heptane-2-carboxylic acid tert-butyl ester